2'-chloro-N-(5-((1s,3s)-3-cyanocyclobutyl)-1,3,4-thiadiazol-2-yl)-5'-methoxy-6-methyl-(4,4'-bipyridine)-3-carboxamide ClC1=NC=C(C(=C1)C1=C(C=NC(=C1)C)C(=O)NC=1SC(=NN1)C1CC(C1)C#N)OC